ethyl (2S,3S)-2-(biphenyl-3-ylmethyl)-3-((methylsulfonyl)amino)pyrrolidine-1-carboxylate C1(=CC(=CC=C1)C[C@@H]1N(CC[C@@H]1NS(=O)(=O)C)C(=O)OCC)C1=CC=CC=C1